2,6-di-tert-butyl-4-methylphenyl-laurylpentaerythritol diphosphite OP(O)OP(O)O.C(C)(C)(C)C1=C(C(=CC(=C1)C)C(C)(C)C)C(O)(C(CO)(CO)CO)CCCCCCCCCCCC